C(=O)(OC(C)(C)C)N1C[C@H](C(CC1)=C=O)F N-Boc-(3S,4R)-3-fluoro-4-carbonylpiperidine